3,5,6-trimethylbenzol CC=1C=CC(=C(C1)C)C